C(C)(C)(C)OC(=O)N(C1C(C1)C1=CN=C(S1)C)CC1CCN(CC1)CCCC1=CC=C(C(=O)OCC)C=C1 Ethyl 4-(3-(4-(((tert-butoxycarbonyl)(2-(2-methylthiazol-5-yl)cyclopropyl)amino)methyl) piperidin-1-yl)propyl)benzoate